3-((3-methoxypiperidin-1-yl)carbonyl)-1,5,7-trimethyl-1,5-dihydro-4H-pyrrolo[3,2-c]pyridin-4-one COC1CN(CCC1)C(=O)C1=CN(C2=C1C(N(C=C2C)C)=O)C